NCCCCCC1=C2C(N(C(C2=CC=C1)=O)C1C(NC(CC1)=O)=O)=O 4-(5-aminopentyl)-2-(2,6-dioxopiperidin-3-yl)isoindoline-1,3-dione